NC([C@H](CCC(=O)OC(C)(C)C)N1C(C2=CC=C(C=C2C1)C[C@@H]1[C@H](CCCC1)NC1CCC(CC1)C(F)(F)F)=O)=O tert-butyl (S)-5-amino-5-oxo-4-(1-oxo-5-(((1R,2S)-2-((4-(trifluoromethyl)cyclohexyl)amino)cyclohexyl)methyl) isoindolin-2-yl)pentanoate